O=C1N(CC=2C3=C(C=CC12)C=CC(=C3)C=3C=NC(=CC3)C(F)(F)F)CC(C(=O)N)=C 2-[[3-oxo-8-[6-(trifluoromethyl)-3-pyridyl]-1H-benzo[e]isoindol-2-yl]methyl]prop-2-enamide